FC1(CCN(CCC1)C1=C(C(=O)NC=2C=C(C=CC2)[S@](=O)(C)=NC([C@@H](C)NC(OC(C)(C)C)=O)=O)C(=C(C=N1)C(F)(F)F)C)F tert-butyl ((R)-1-(((R)-(3-(2-(4,4-difluoroazepan-1-yl)-4-methyl-5-(trifluoromethyl)nicotinamido)phenyl)(methyl)(oxo)-λ6-sulfaneylidene)amino)-1-oxopropan-2-yl)carbamate